C1=CC=CC=2C3=CC=CC=C3C(=CC12)C1=CC=C(C=C1)C1=NC=C(C=N1)C1=CC(=CC(=C1)C=1C=NC2=CC=CC=C2C1)C=1C=NC2=CC=CC=C2C1 2-{4-(phenanthren-9-yl)phenyl}-5-{3,5-bis(quinolin-3-yl)phenyl}pyrimidine